2-(3-Chlorophenyl)sulfonyl-2,7-diazaspiro[4.4]nonane ClC=1C=C(C=CC1)S(=O)(=O)N1CC2(CC1)CNCC2